2-[bis(3-chloro-4,5-difluorophenyl)methyl]-4-iodo-5-methyl-1H-imidazole ClC=1C=C(C=C(C1F)F)C(C=1NC(=C(N1)I)C)C1=CC(=C(C(=C1)F)F)Cl